C(C)(C)N1C=NC=2C1=NC(=CC2NC2CCN(CC2)C(=O)OCC2(CN(C2)C(\C=C\CN(C)C)=O)F)NC2CCOCC2 (E)-(1-(4-(dimethylamino)but-2-enoyl)-3-fluoroazetidine-3-yl)methyl 4-((3-isopropyl-5-((tetrahydro-2H-pyran-4-yl)amino)-3H-imidazo[4,5-b]pyridin-7-yl)amino)piperidine-1-carboxylate